OC=1C=CC2=C(N=C(O2)C(=O)NC2(CCS(CC2)(=O)=O)C)C1 5-hydroxy-N-(4-methyl-1,1-dioxidotetrahydro-2H-thiopyran-4-yl)benzo[d]oxazole-2-carboxamide